CC1=CC=C(S1)C(=O)NN 5-methylthiophene-2-carbohydrazide